N-laurylpyridinium sulfate S(=O)(=O)([O-])[O-].C(CCCCCCCCCCC)[N+]1=CC=CC=C1.C(CCCCCCCCCCC)[N+]1=CC=CC=C1